9-methoxy-isoindolo[2,1-A]quinoxalin-6-one COC1=CC2=CN3C(C(NC=4C=CC=CC34)=O)=C2C=C1